NC=1C=C(CNC2=NC(=NC=3N2N=CC3C(C)C)OC3CCN(CC3)C)C=CC1 N-(3-aminobenzyl)-8-isopropyl-2-((1-methylpiperidin-4-yl)oxy)pyrazolo[1,5-a][1,3,5]triazin-4-amine